potassium [(4-hydroxy-1-methyl-7-phenoxy-isoquinoline-3-carbonyl)-amino]-acetic acid salt OC1=C(N=C(C2=CC(=CC=C12)OC1=CC=CC=C1)C)C(=O)NCC(=O)[O-].[K+]